4-(1,4-dimethyl-3-{[6-(3-methyl-1H-pyrazolo[3,4-c]pyridin-1-yl)pyrimidin-4-yl]amino}-1H-pyrazol-5-yl)benzonitrile CN1N=C(C(=C1C1=CC=C(C#N)C=C1)C)NC1=NC=NC(=C1)N1N=C(C=2C1=CN=CC2)C